FC1=C(C=CC=C1F)C1=C(N=C(C=2N1N=CC2)N2CCC1(CC2)[C@@H](C=2C(=NC(=CC2)OC)C1)N)C (5S)-1'-[7-(2,3-difluorophenyl)-6-methyl-pyrazolo[1,5-a]pyrazin-4-yl]-2-methoxy-spiro[5,7-dihydrocyclopenta[b]pyridin-6,4'-piperidine]-5-amine